N-[(2E)-3-[(3-fluoro-4-methoxyphenyl)(oxo)(propylimino)-λ6-sulfanyl]prop-2-en-1-yl]-2-oxo-1,2,5,6,7,8-hexahydroquinoline-3-carboxamide FC=1C=C(C=CC1OC)S(/C=C/CNC(=O)C=1C(NC=2CCCCC2C1)=O)(=NCCC)=O